C(C)(C)(C)OC(=O)N(C1=CC(=NC=2N1N=CC2C(C)C)NC[C@@H]2[C@H](CN(CC2)C(=O)OC(C)(C)C)O)CC2=CC=NN2C (3R,4R)-Tert-butyl 4-(((7-((tert-butoxycarbonyl) ((1-methyl-1H-pyrazol-5-yl) methyl) amino)-3-isopropylpyrazolo[1,5-a]pyrimidin-5-yl) amino) methyl)-3-hydroxypiperidine-1-carboxylate